N'-(3-chloro-2-piperazin-1-yl-6-quinolyl)butane-1,4-diamine ClC=1C(=NC2=CC=C(C=C2C1)NCCCCN)N1CCNCC1